2-(2-bromophenoxy)aniline BrC1=C(OC2=C(N)C=CC=C2)C=CC=C1